4-{[(1r,4r)-4-[(2-cyclopropylethyl)[2-(2,6-dioxopiperidin-3-yl)-1-oxo-3H-isoindol-4-yl]amino]cyclohexyl]amino}butanenitrile C1(CC1)CCN(C1CCC(CC1)NCCCC#N)C1=C2CN(C(C2=CC=C1)=O)C1C(NC(CC1)=O)=O